FC=1C=C(C=CC1)N1CCN(CC1)C(=O)OC(C)(C)C tert-butyl 4-(3-fluorophenyl)piperazine-1-carboxylate